C1(CCCCC1)C=1C=C(C=CC1O)C(C1=CC=C(C=C1)O)C1=CC(=C(C=C1)O)C1CCCCC1 bis(3-cyclohexyl-4-hydroxyphenyl)-4-hydroxyphenylmethane